COCCOCCC(CCOCCON)CCOCCOC 8-[2-(2-methoxyethoxy)ethyl]2,5,11,14-Tetraoxa-azapentadecane